N-[5-[(3,5-difluorophenyl)methyl]-1H-indazol-3-yl]-4-[4-[2-[4-[4-[(2,6-dioxo-3-piperidyl)amino]phenyl]-1-piperidyl]acetyl]piperazin-1-yl]benzamide FC=1C=C(C=C(C1)F)CC=1C=C2C(=NNC2=CC1)NC(C1=CC=C(C=C1)N1CCN(CC1)C(CN1CCC(CC1)C1=CC=C(C=C1)NC1C(NC(CC1)=O)=O)=O)=O